FC1=C(OC2=C3C(=NC=C2)NC=C3C=3C=CC(=NC3)C#N)C(=CC(=C1)NC=1OC[C@@](CN1)(C)CO)F |r| (+/-)-5-[4-(2,6-difluoro-4-{[5-(hydroxymethyl)-5-methyl-5,6-dihydro-4H-1,3-oxazin-2-yl]amino}phenoxy)-1H-pyrrolo[2,3-b]pyridin-3-yl]pyridine-2-carbonitrile